(chlorosulfonyl)-1-phenyl-1H-pyrazole-5-carboxylic acid ethyl ester C(C)OC(=O)C1=CC(=NN1C1=CC=CC=C1)S(=O)(=O)Cl